4-[6-(2,4-dioxo-1H-pyrimidin-5-yl)-3-methyl-pyridazin-4-yl]morpholine-2-carboxamide O=C1NC=C(C(N1)=O)C1=CC(=C(N=N1)C)N1CC(OCC1)C(=O)N